7-(4-((3-(2-ethynylthiazol-4-yl)ureido)methyl)phenyl)-N-methylbenzo[d]thiazole-6-carboxamide C(#C)C=1SC=C(N1)NC(NCC1=CC=C(C=C1)C1=C(C=CC=2N=CSC21)C(=O)NC)=O